(±)-tert-butyl 3-(2-(trifluoromethyl)phenoxy)pyrrolidine-1-carboxylate FC(C1=C(O[C@H]2CN(CC2)C(=O)OC(C)(C)C)C=CC=C1)(F)F |r|